(isoquinolin-3-yl)benzene C1=NC(=CC2=CC=CC=C12)C1=CC=CC=C1